FC1=CC=C(C=C1)C=1NC(C2=C(N1)CN(CC2)C(=O)C2=C(OC=1N=CN=C(C12)NC1(CC1)C)C)=O (4-fluorophenyl)-7-{6-methyl-4-[(1-methylcyclopropyl)amino]furo[2,3-d]pyrimidine-5-carbonyl}-3H,4H,5H,6H,7H,8H-pyrido[3,4-d]pyrimidin-4-one